(2S)-4,4,4-trifluorobutan-2-amine FC(C[C@H](C)N)(F)F